2-[(2R)-2-methylmorpholin-4-yl]acetic acid tert-butyl ester C(C)(C)(C)OC(CN1C[C@H](OCC1)C)=O